C(C)(C)(C)OC(=O)N1CCC2(CN(C2)C2=NC=CC=C2)CC1 2-(pyridin-2-yl)-2,7-diazaspiro[3.5]nonane-7-carboxylic acid tert-butyl ester